(E)-3-(2,3-dichlorophenyl)-1-(2,4-dimethoxyphenyl)prop-2-en-1-one ClC1=C(C=CC=C1Cl)/C=C/C(=O)C1=C(C=C(C=C1)OC)OC